(diphenylmethylene)-2,8-dimethylimidazo[1,2-a]pyridin-6-amine C1(=CC=CC=C1)C(C1=CC=CC=C1)=NC=1C=C(C=2N(C1)C=C(N2)C)C